1,3-diphenyl-2,2-dibromo-1,3-propanedione C1(=CC=CC=C1)C(C(C(=O)C1=CC=CC=C1)(Br)Br)=O